OC1=C(C=CC(=C1)OCCCCCCCCCCCC)C1=NC(=NC(=N1)C1=C(C=C(C=C1)C)C)C1=C(C=C(C=C1)C)C 2-(2-hydroxy-4-dodecyloxyphenyl)-4,6-bis(2,4-xylyl)-1,3,5-triazine